ClC1=CC=C(OC2=CC=C3CCN(CC3=C2)C(CNC(=O)N)=O)C=C1 1-(2-(7-(4-chlorophenoxy)-3,4-dihydroisoquinolin-2(1H)-yl)-2-oxoeth-yl)urea